NC=1C=C(OC(C)(C)OC2=CC(=CC=C2)N)C=CC1 bis[3-amino-phenoxy]propane